2-((2S,3S,4S,5S)-6-acetoxy-3,4,5-trihydroxytetrahydro-2H-pyran-2-yl)-2-fluoroethyl stearate C(CCCCCCCCCCCCCCCCC)(=O)OCC(F)[C@H]1OC([C@H]([C@H]([C@@H]1O)O)O)OC(C)=O